(2S,4R)-2-((1H-1,2,3-triazol-1-yl)methyl)-4-(5-(3-chlorophenyl)oxazole-2-carboxamido)pyrrolidine-1-carboxylic acid tert-butyl ester C(C)(C)(C)OC(=O)N1[C@@H](C[C@H](C1)NC(=O)C=1OC(=CN1)C1=CC(=CC=C1)Cl)CN1N=NC=C1